1,3-dichloro-dibenzodioxin ClC1=CC(=CC=2OC3=C(OC21)C=CC=C3)Cl